2-(2-chloro-benzyloxy)-5-methoxy-N-(pyridin-3-yl)benzamide ClC1=C(COC2=C(C(=O)NC=3C=NC=CC3)C=C(C=C2)OC)C=CC=C1